(S)-1-(3-(3-amino-4-((3,5-dimethoxyphenyl)ethynyl)-6H-pyrazolo[4,3-d]isothiazol-6-yl)pyrrolidin-1-yl)prop-2-en-1-one NC1=NSC2=C1C(=NN2[C@@H]2CN(CC2)C(C=C)=O)C#CC2=CC(=CC(=C2)OC)OC